methyl 2-((1H-pyrrolo[2,3-b]pyridin-5-yl) oxy)-4-bromobenzoate N1C=CC=2C1=NC=C(C2)OC2=C(C(=O)OC)C=CC(=C2)Br